N-(tert-butyldimethylsilyl)-4-(2-methoxyprop-2-yl)benzene-1-sulfonamide [Si](C)(C)(C(C)(C)C)NS(=O)(=O)C1=CC=C(C=C1)C(C)(C)OC